(E)-6-chloro-4-phenyl-3-(3-(pyridin-4-yl)acryloyl)quinolin-2(1H)-one ClC=1C=C2C(=C(C(NC2=CC1)=O)C(\C=C\C1=CC=NC=C1)=O)C1=CC=CC=C1